2-chloro-N-cyclohexyl-5-((2,6-dimethylphenylamino)methyl)pyrimidin-4-amine ClC1=NC=C(C(=N1)NC1CCCCC1)CNC1=C(C=CC=C1C)C